O1C(CCCC1)N1N=C(C2=CC=C(C=C12)NC=1C=C(C=CC1)NC(C1=CC=CC=C1)=O)C=1C=NN(C1)C1OCCCC1 N-(3-((1-(tetrahydro-2H-pyran-2-yl)-3-(1-(trihydro-2H-pyran-2-yl)-1H-pyrazol-4-yl)-1H-indazol-6-yl)amino)phenyl)benzamide